n-undecene C=CCCCCCCCCC